dibenzo[f,H]quinoline N1=CC=CC2=C3C(=C4C(=C12)C=CC=C4)C=CC=C3